2-(1-(4-aminopyrimidin-2-yl)piperidin-4-yloxy)ethanol NC1=NC(=NC=C1)N1CCC(CC1)OCCO